CN(/C=C/C=O)C1=CC=CC=C1 (E)-3-(methyl(phenyl)amino)acrylaldehyde